CC(C(=O)NCCNC(C(CC1=CC=CC=C1)NC(C(CC1=CC=CC=C1)NC(OC(C)(C)C)=O)=O)=O)=C tert-butyl (1-((1-((2-((2-methylacryloyl)amino)ethyl)amino)-1-oxo-3-phenylpropan-2-yl)amino)-1-oxo-3-phenylpropan-2-yl)carbamate